BrC=1C=C2C(=CC=NC2=C(C1)C(F)(F)F)N[C@@H](C)C1=NC=NN1C1=CC=C(C=N1)C#N 6-[5-[(1S)-1-[[6-bromo-8-(trifluoromethyl)-4-quinolyl]amino]ethyl]-1,2,4-triazol-1-yl]pyridine-3-carbonitrile